2-Cyclohexyl-N-(2-isopropyl-4-oxo-4H-quinazolin-3-yl)-2-phenyl-acetamide C1(CCCCC1)C(C(=O)NN1C(=NC2=CC=CC=C2C1=O)C(C)C)C1=CC=CC=C1